C(C)(=O)OC1=CC(=CC(=C1)[C@H](CNC(C)(C)C)OC(C)=O)OC(C)=O |r| (RS)-5-[2-(tert-butylamino)-1-acetyloxyethyl]benzene-1,3-diol diacetate